BrCCC(=O)C1=CC(=CC=C1)C(F)(F)F 3-bromo-1-(3-(trifluoromethyl)phenyl)propan-1-one